3-cyclopropyl-1-(2-fluorobenzyl)-N5-methyl-1H-pyrazole-3,5-dicarboxamide C1(CC1)C1(NN(C(=C1)C(=O)NC)CC1=C(C=CC=C1)F)C(=O)N